4-(difluoromethyl)-3-{[6-(2-fluoro-4-methylphenoxy)pyridin-3-yl]methyl}-1,3-oxazolidin-2-one FC(C1N(C(OC1)=O)CC=1C=NC(=CC1)OC1=C(C=C(C=C1)C)F)F